OC(CC(=O)O)CO 3,4-dihydroxybutanoic acid